BrC1=CC=CC(=N1)C1=CN=C2N1C=C(C=C2)C(C)(C)O 2-(3-(6-bromopyridin-2-yl)imidazo[1,2-a]pyridin-6-yl)propan-2-ol